(2-Chloro-4-fluoro-phenyl)-[8-(2-methoxy-5-piperazin-1-ylsulfonyl-phenyl)-3,8-diazabicyclo[3.2.1]oct-3-yl]methanone ClC1=C(C=CC(=C1)F)C(=O)N1CC2CCC(C1)N2C2=C(C=CC(=C2)S(=O)(=O)N2CCNCC2)OC